(S)-2,8-dimethyl-N-(6-(3-methylpiperazin-1-yl)pyridazin-3-yl)imidazo[1,2-a]pyrazine-6-carboxamide hydrochloride Cl.CC=1N=C2N(C=C(N=C2C)C(=O)NC=2N=NC(=CC2)N2C[C@@H](NCC2)C)C1